C(C)(=O)C1=C(C=C(C=C1)Cl)C=1C(=NN(C(C1)=O)[C@H](C(=O)NC1=CC(=C(C(=O)OC)C=C1)O)CC1=CC=CC=C1)OC methyl (S)-4-(2-(4-(2-acetyl-5-chlorophenyl)-3-methoxy-6-oxopyridazin-1(6H)-yl)-3-phenylpropanamido)-2-hydroxybenzoate